2-(3,5-dichlorophenyl)benzo[d]oxazole-6-carboxylic acid 2-(tert-butoxycarbonyl)-2-azabicyclo[2.2.2]octan-5-yl ester C(C)(C)(C)OC(=O)N1C2CC(C(C1)CC2)OC(=O)C2=CC1=C(N=C(O1)C1=CC(=CC(=C1)Cl)Cl)C=C2